[Br-].C(C=C)[N@+]1(CCC2=CC=CC=C12)C |r| Racemic-1-allyl-1-methylindolin-1-ium bromide